4-(4-acryloylpiperazin-1-yl)-7-(2-hydroxyphenyl)-2-((1-methylpiperidin-4-yl)amino)-5,6,7,8-tetrahydro-1,7-naphthyridine-3-carbonitrile C(C=C)(=O)N1CCN(CC1)C1=C(C(=NC=2CN(CCC12)C1=C(C=CC=C1)O)NC1CCN(CC1)C)C#N